C(C)(C)(C)OC(=O)N1CCN(CC1)OC(=O)C(=O)C=1C=C(C=O)C=CC1F 3-(4-t-butoxycarbonylpiperazin-1-ylcarboxyformyl)-4-fluorobenzaldehyde